Indolylpyruvate N1C(=CC2=CC=CC=C12)CC(C(=O)[O-])=O